C(C=C)(=O)NCCC[N+](C)(C)C [3-(acrylamido)propyl]trimethylammonium